C(C)(C)(C)[Si](C)(C)OCCOC1=C(C=CC(=C1)C(C)(C)C)B1OC(C(O1)(C)C)(C)C tert-butyl-[2-[5-tert-butyl-2-(4,4,5,5-tetramethyl-1,3,2-dioxaborolan-2-yl)phenoxy]ethoxy]-dimethyl-silane